FC(C(=O)NC1=C(C=C(C(=C1)NC1=NC=NC(=C1)N1OCC[C@@H]1C1=CC(=CC=C1)OC1=CC=CC=C1)OC)N1CCN(CC1)C)=C (R)-2-fluoro-N-(4-methoxy-2-(4-methylpiperazin-1-yl)-5-((6-(3-(3-phenoxyphenyl)isoxazolidin-2-yl)pyrimidin-4-yl)amino)phenyl)acrylamide